2-[4-[(2S)-2-[(4-Cyanophenyl)formamido]-5-[[(1R,2S)-2-(4-fluorophenyl)cyclopropyl]amino]-pentanoyl]piperazin-1-yl]acetic acid C(#N)C1=CC=C(C=C1)C(=O)N[C@H](C(=O)N1CCN(CC1)CC(=O)O)CCCN[C@H]1[C@@H](C1)C1=CC=C(C=C1)F